N-(5-Cyclopropyl-1H-pyrazole-3-yl)-2-(5-((2,6-difluorophenyl)sulfonyl)-2,5-diazabicyclo[2.2.1]heptan-2-yl)quinazolin-4-amine C1(CC1)C1=CC(=NN1)NC1=NC(=NC2=CC=CC=C12)N1C2CN(C(C1)C2)S(=O)(=O)C2=C(C=CC=C2F)F